5-fluoro-3-methoxy-1-(3-pyridinyl)-4-trifluoromethylpyrazole FC1=C(C(=NN1C=1C=NC=CC1)OC)C(F)(F)F